Methyl 2-[(4-bromo-2-nitro-phenyl)methyl]-3-(2-methoxyethyl)benzimidazole-5-carboxylate BrC1=CC(=C(C=C1)CC=1N(C2=C(N1)C=CC(=C2)C(=O)OC)CCOC)[N+](=O)[O-]